N-((3R,4S)-7-FLUORO-3-((R)-2-METHYLMORPHOLINO)CHROMAN-4-YL)-2-METHYL-2H-BENZO[D][1,2,3]TRIAZOL-4-AMINE FC1=CC=C2[C@@H]([C@H](COC2=C1)N1C[C@H](OCC1)C)NC1=CC=CC2=NN(N=C21)C